N1=CC=NC=C1 1,4-diazine